CN(C)C=C1CC=CC2=CC=CC=C12 [(dimethylamino)methylidene]naphthalene